2-chloro-4-(2-fluoro-4-(trifluoromethyl)phenyl)-6,7-dimethyl-pteridine ClC1=NC2=NC(=C(N=C2C(=N1)C1=C(C=C(C=C1)C(F)(F)F)F)C)C